tert-butyl ((1S,2R)-2-((6-bromoquinazolin-2-yl)amino) cyclopentyl)carbamate BrC=1C=C2C=NC(=NC2=CC1)N[C@H]1[C@H](CCC1)NC(OC(C)(C)C)=O